NC=1C2=C(SC1C(C(F)(F)F)(C)O)C=C(C=C2)C(F)(F)F 2-(3-amino-6-(trifluoromethyl)benzo[b]thiophen-2-yl)-1,1,1-trifluoropropan-2-ol